N1C(=O)NO1 epoxy-urea